COC=1C=C(C=C(C1)C=1C=NN(C1)COC)SC1=CN=C(S1)CNC(OC(C)(C)C)=O tert-Butyl ((5-((3-methoxy-5-(1-(methoxymethyl)-1H-pyrazol-4-yl)phenyl)thio)thiazol-2-yl)methyl)carbamate